O1-tert-butyl O2-[8-(1-octylnonoxy)-8-oxo-octyl] (2S,4R)-4-azidopyrrolidine-1,2-dicarboxylate N(=[N+]=[N-])[C@@H]1C[C@H](N(C1)C(=O)OC(C)(C)C)C(=O)OCCCCCCCC(=O)OC(CCCCCCCC)CCCCCCCC